6-[(2S)-2-aminobutyl]-2-chloro-N-[(3-fluorothiophen-2-yl)methyl]-7-methylthieno[3,2-d]pyrimidin-4-amine dihydrochloride Cl.Cl.N[C@H](CC1=C(C=2N=C(N=C(C2S1)NCC=1SC=CC1F)Cl)C)CC